IC(C(CNC)C#CC)C 3-iodo-2-propynyl-butyl-methylamine